C(CCC)(=O)N1C=CC2=CC=C(C=C12)N1N=C(C(C1=O)C(=O)NC1=CC(=CC=C1)C(CC)(F)F)C 1-(1-butyrylindol-6-yl)-N-[3-(1,1-difluoropropyl)phenyl]-3-methyl-5-oxo-4H-pyrazole-4-carboxamide